S(=O)(=O)(ON1[C@@H]2CC[C@H](N(C1=O)C2)C(NS(NC(=O)OC)(=O)=O)=N)O (2S,5R)-2-(N-(N-(methoxycarbonyl) sulfamoyl) carbamimidoyl)-7-oxo-1,6-diazabicyclo[3.2.1]octan-6-yl hydrogen sulfate